Heptane HCl Cl.CCCCCCC